N[C@H](C(=O)O)CC1=CC=C2C=NC=NC2=C1 (S)-2-amino-3-(quinazolin-7-yl)propanoic acid